FC(C(=O)O)(F)F.FC1=CC=C(CCNC(=O)C2N(CCNC2)C(CCCCCCC)=O)C=C1 N-(4-fluorophenethyl)-1-octanoylpiperazine-2-carboxamide trifluoroacetate